ClC=1SC2=C(N1)C(=CC(=C2OC)F)F 2-chloro-4,6-difluoro-7-methoxybenzo[d]thiazole